[Zn].S1C(SC(=C1S)S)=S.S1C(SC(=C1S)S)=S bis(1,3-dithiole-2-thione-4,5-dithiol) zinc